N-[(3S,4R)-4-fluoropyrrolidin-3-yl]-4-methylpyrrolidin-3-carboxamid F[C@H]1[C@H](CNC1)NC(=O)C1CNCC1C